C(C)(C)(C)OC(=O)N1CCC(=CC1)C=1N=CC2=C(N1)C(=NC=N2)NC2=CC(=C(C=C2)OC2=CC=1N(C=C2)N=CN1)C 4-{8-[(3-methyl-4-{[1,2,4]triazolo[1,5-a]pyridin-7-yloxy}phenyl)amino]pyrimido[5,4-d][1,3]diazin-2-yl}-1,2,3,6-tetrahydropyridine-1-carboxylic acid tert-butyl ester